4-(4-nitrophenyl)but-3-en-2-one [N+](=O)([O-])C1=CC=C(C=C1)C=CC(C)=O